N-(3-(4-benzylpiperidin-1-yl)propyl)-4-(trifluoromethoxy)benzenesulfonamide C(C1=CC=CC=C1)C1CCN(CC1)CCCNS(=O)(=O)C1=CC=C(C=C1)OC(F)(F)F